N(=C=O)CCC[Si](OC)(OC)CC γ-isocyanatopropyl-ethyldimethoxysilane